methanopyrido[3,4-f][1,4]oxazepin O1C2=C(N=CC3=C1C=CN=C3)C2